4-(4-oxocyclohexyl)-4H-1,2,4-triazole O=C1CCC(CC1)N1C=NN=C1